NCC1=CC=C(C=C1)N1N=C(C=C1C#N)C 1-(4-(aminomethyl)phenyl)-3-methyl-1H-pyrazole-5-carbonitrile